3-(5-cyclopropyl-4-(tetrahydro-2H-pyran-2-yl)isoxazol-3-yl)-1-isopropyl-1H-pyrazolo[3,4-d]pyrimidin-4-amine C1(CC1)C1=C(C(=NO1)C1=NN(C2=NC=NC(=C21)N)C(C)C)C2OCCCC2